(±)-trans-[1-tert-butyl-3-(3-hydroxycyclopentyl)-1H-pyrazol-5-yl]carbamic acid benzyl ester C(C1=CC=CC=C1)OC(NC1=CC(=NN1C(C)(C)C)[C@@H]1C[C@H](CC1)O)=O |r|